(2-(4-methylpiperazin-1-yl)ethyl)-6-(piperidin-1-yl)-1,3,5-triazine-2,4-diamine CN1CCN(CC1)CCNC1=NC(=NC(=N1)N)N1CCCCC1